(S)-5-methylpyrrolidin-2-one C[C@H]1CCC(N1)=O